C(C=C)OC(CC=C)C1(CCN(CC1)C(=O)OC(C)(C)C)CCC1=CC=CC=C1 tert-butyl 4-(1-(allyloxy) but-3-en-1-yl)-4-phenethylpiperidine-1-carboxylate